N-(3-bromo-2-chlorophenyl)-7-methyl-5,6,7,8-tetrahydro-2,7-naphthyridine-3-carboxamide BrC=1C(=C(C=CC1)NC(=O)C=1N=CC=2CN(CCC2C1)C)Cl